C(C)(=O)N1CCN(CC1)C=1C=CC(=C(C1)CC(=O)NC(C1=CC=CC=C1)C1=C(C=C(C=C1)OC)N1CCCCCC1)C 2-[5-(4-acetylpiperazin-1-yl)-2-methylphenyl]-N-{[2-(azepan-1-yl)-4-methoxyphenyl](phenyl)methyl}acetamide